N[C@@H](C(=O)N1[C@H](C[C@H](CC1)OC1CCN(CC1)CC(=O)N1CCN(CC1)C(=O)C=1C=C(C=CC1F)CC1=NNC(C2=CC=CC=C12)=O)C)C1CCCCC1 4-[[3-[4-[2-[4-[[(2S,4S)-1-[(2R)-2-amino-2-cyclohexyl-acetyl]-2-methyl-4-piperidyl]oxy]-1-piperidyl]acetyl]piperazine-1-carbonyl]-4-fluoro-phenyl]methyl]-2H-phthalazin-1-one